methyl 4-[(1R)-1-[[6-(1-acetyl-4-hydroxy-4-piperidyl)-8-methyl-7-oxo-pyrido[2,3-d]pyrimidin-4-yl]amino]ethyl]-3-fluoro-pyridine-2-carboxylate C(C)(=O)N1CCC(CC1)(O)C1=CC2=C(N=CN=C2N[C@H](C)C2=C(C(=NC=C2)C(=O)OC)F)N(C1=O)C